NC1C2CN(CC12)C=1N(C2=NC=C(C=C2C(C1C(=O)O)=O)F)C1=C(C=C(C=C1)F)F (6-amino-3-azabicyclo[3.1.0]hexan-3-yl)-1-(2,4-difluorophenyl)-6-fluoro-4-oxo-1,4-dihydro-1,8-naphthyridine-3-carboxylic acid